N-(2-(4-((3,5-difluoro-4-(trifluoromethoxy)benzyl)amino)butoxy)ethyl)-6-(3-fluoropyridin-4-yl)-1H-indazol-4-amine FC=1C=C(CNCCCCOCCNC=2C=3C=NNC3C=C(C2)C2=C(C=NC=C2)F)C=C(C1OC(F)(F)F)F